(E)-7-chloro-1-(methylthio)-2,6-naphthyridine-3-carbaldehyde oxime ClC1=NC=C2C=C(N=C(C2=C1)SC)/C=N/O